2-(alpha-methoxy-3-hydroxy-benzylidene)adamantane COC(C1=CC(=CC=C1)O)=C1C2CC3CC(CC1C3)C2